C(N)(=O)C=1C=C(C=NC1O[C@H]1[C@@H](CN(CC1)C(CC1=CC=C(C=C1)OC(F)(F)F)=O)F)C=1N=CNC1 4-(5-carbamoyl-6-(((3R,4R)-3-fluoro-1-(2-(4-(trifluoromethoxy)phenyl)acetyl)piperidin-4-yl)oxy)pyridin-3-yl)-1H-imidazol